2-hydroxy-N-methoxy-N-methyl-4-(tetrahydropyran-2-yloxy)benzamide OC1=C(C(=O)N(C)OC)C=CC(=C1)OC1OCCCC1